C(C(C)(C)C)(=O)OCOP(=O)(OCOC(C(C)(C)C)=O)[C@H](C1=CC2=C(SC(=C2)C(=O)O)C=C1)F |o1:20| (R)- or (S)-5-((bis((pivaloyloxy)methoxy)phosphoryl)fluoromethyl)benzo[b]thiophene-2-carboxylic Acid